4-Benzyloxy-2-[6-(trifluoromethyl)-4-[4-(trifluoromethyl)cyclohexyl]-3-pyridinyl]-1,6-naphthyridine C(C1=CC=CC=C1)OC1=CC(=NC2=CC=NC=C12)C=1C=NC(=CC1C1CCC(CC1)C(F)(F)F)C(F)(F)F